sodium 4,4'-azobis(4-cyanovalerate) N(=NC(CCC(=O)[O-])(C)C#N)C(CCC(=O)[O-])(C)C#N.[Na+].[Na+]